C(C)(C)(C)C=1C=C(C=C(C1O)C(C)(C)C)CCC(=O)[O-] [3-[3,5-di-tert-butyl-4-hydroxyphenyl]]Propionate